4-(3-bromophenyl)-2,1,3-benzothiadiazole BrC=1C=C(C=CC1)C1=CC=CC2=NSN=C21